N1C=C(C=2C1=NC=CC2)C(=O)\N=C\2/SCC1N2CCN(C1)C(=O)OC(C)(C)C tert-Butyl (Z)-3-((1H-pyrrolo[2,3-b]pyridine-3-carbonyl)imino)tetrahydro-3H-thiazolo[3,4-a]pyrazine-7(1H)-carboxylate